IC=1C=C2C(C(N(C2=CC1)C)=O)(CC(=O)C1=CC2=CC=CC=C2C=C1)O 5-iodo-3-hydroxy-1-methyl-3-(2-(naphthalen-2-yl)-2-oxoethyl)indol-2-one